NN1C=NC(=C2N3C(N=C12)N(C(N3C)=O)CCN3N=C(C=C3)C(=O)NC3CC3)C=3OC=CC3 1-[2-[5-Amino-8-(2-furyl)-1-methyl-2-oxo-[1,2,4]triazolo[5,1-f]purin-3-yl]ethyl]-N-cyclopropyl-pyrazole-3-carboxamide